2,2-dimethyl-N-((2R,4R)-2-methylpiperidin-4-yl)-3-((3-(trifluoromethoxy)pyridin-2-yl)oxy)propanamide CC(C(=O)N[C@H]1C[C@H](NCC1)C)(COC1=NC=CC=C1OC(F)(F)F)C